ClC=1C(=NC=CC1C1=C(C(=CC=C1)C1=NC(=C(C=C1)CNC[C@H]1NC(CC1)=O)OC)Cl)C=1C=NC(=C(C1)OC)CN[C@@H](CCO)C(=O)OC methyl ((3-chloro-4-(2-chloro-3-(6-methoxy-5-(((((S)-5-oxopyrrolidin-2-yl)methyl)amino)methyl)pyridin-2-yl)phenyl)-5'-methoxy-[2,3'-bipyridin]-6'-yl)methyl)-L-homoserinate